FC1(CC1)CN[C@@H](CC=1C=C(C=CC1)O)C (R)-3-(2-(((1-fluorocyclopropyl)methyl)amino)propyl)phenol